1-((4aR,6R,7R,8R,8aS)-6-(aminomethyl)-7,8-dihydroxyhexahydro-1H,6H-pyrano[2,3-b][1,4]oxazin-1-yl)-2,2,2-trifluoroethan-1-one NC[C@@H]1[C@@H]([C@@H]([C@H]2[C@H](OCCN2C(C(F)(F)F)=O)O1)O)O